C(C)OP(=O)(OCC)NC1=CC=CC=C1 diethoxyphosphoryl-aniline